1-adamantanecarboxylic acid propyl ester C(CC)OC(=O)C12CC3CC(CC(C1)C3)C2